(R)-N-(7-fluoro-2-methylimidazo[1,2-a]pyridin-6-yl)-4-(3-isopropylpiperazin-1-yl)-2,3-dihydro-1H-pyrrolo[2,3-b]pyridine-1-carboxamide formate C(=O)O.FC1=CC=2N(C=C1NC(=O)N1CCC=3C1=NC=CC3N3C[C@H](NCC3)C(C)C)C=C(N2)C